(E)-4-(3-methoxyazetidin-1-yl)-1-(4-(4-((3-methyl-4-((1-methyl-1H-benzo[d]imidazol-5-yl)oxy)phenyl)amino)pyrrolo[2,1-f][1,2,4]triazin-5-yl)piperidin-1-yl)but-2-en-1-one COC1CN(C1)C/C=C/C(=O)N1CCC(CC1)C=1C=CN2N=CN=C(C21)NC2=CC(=C(C=C2)OC2=CC1=C(N(C=N1)C)C=C2)C